5-CHLORO-4-METHOXYINDOLE-3-CARBOXALDEHYDE ClC=1C(=C2C(=CNC2=CC1)C=O)OC